CC(=CC(=O)NC(CCCCCCCCCCCCCCC)=O)C N-(3-methyl-2-butenoyl)-palmitamide